N2-(4-benzylsulfanyl-2-methyl-phenyl)-5-bromo-N4-spiro[2.4]heptan-7-yl-pyrimidine-2,4-diamine C(C1=CC=CC=C1)SC1=CC(=C(C=C1)NC1=NC=C(C(=N1)NC1CCCC12CC2)Br)C